3-amino-5-fluoro-N-{4-fluoro-2-[3-methoxy-4-(methylamino)pyrrolidin-1-yl]-5,6,7,8-tetrahydroquinolin-6-yl}-6-methylthieno[2,3-b]pyridine-2-carboxamide NC1=C(SC2=NC(=C(C=C21)F)C)C(=O)NC2CC=1C(=CC(=NC1CC2)N2CC(C(C2)NC)OC)F